4-AMINO-1H-PYRROLO[3,2-C]PYRIDINE-2-CARBALDEHYDE NC1=NC=CC2=C1C=C(N2)C=O